methyl-3-[3-tert-butyl-5-(2H-benzotriazol-2-yl)-4-hydroxyphenyl]benzotriazole CC1=CC=CC=2N=NN(C21)C2=CC(=C(C(=C2)N2N=C1C(=N2)C=CC=C1)O)C(C)(C)C